(Z)-1-(3-(2-butyl-5-methoxyphenyl)-4-oxothiazolidin-2-ylidene)-3-(2-fluoro-4-(1-(4-(trifluoromethoxy)phenyl)-1H-1,2,4-triazol-3-yl)phenyl)urea C(CCC)C1=C(C=C(C=C1)OC)N1/C(/SCC1=O)=N/C(=O)NC1=C(C=C(C=C1)C1=NN(C=N1)C1=CC=C(C=C1)OC(F)(F)F)F